benzyl N-[3-([4-[(tert-butoxycarbonyl)amino]butyl]sulfanyl)propyl]carbamate C(C)(C)(C)OC(=O)NCCCCSCCCNC(OCC1=CC=CC=C1)=O